C(#C)C1=NC=CC(=C1)C(C)SC1=NN=CN1C 2-ethynyl-4-(1-((4-methyl-4H-1,2,4-triazol-3-yl)thio)ethyl)pyridine